The molecule is a cardenolide glycoside that is sarmentologenin glycosylated at position 3 by a beta-allosyl-(1->4)-beta-6-deoxyallosyl moiety. Isolated from Elaeodendron alluaudianum, it exhibits antiproliferative activity against human ovarian cancer and human histiocytic lymphoma cell lines. It has a role as a metabolite. It is a steroid lactone, a cardenolide glycoside and a hydroxy steroid. It derives from a sarmentologenin. C[C@@H]1[C@H]([C@H]([C@H]([C@@H](O1)O[C@H]2CC[C@@]3([C@@H]4[C@@H](CC[C@@]3(C2)O)[C@]5(CC[C@@H]([C@]5(C[C@H]4O)C)C6=CC(=O)OC6)O)CO)O)O)O[C@H]7[C@@H]([C@@H]([C@@H]([C@H](O7)CO)O)O)O